OC=1C=C(C2=CC=CC=C2C1)C1=CC=C2C(=NC(=NC2=C1)OC[C@H]1N(CCC1)C)N1[C@H]2CN(C[C@@H]1CC2)C(CCC(=O)N)=O 4-((1R,5S)-8-(7-(3-hydroxynaphthalen-1-yl)-2-(((S)-1-methylpyrrolidin-2-yl)methoxy)quinazolin-4-yl)-3,8-diazabicyclo[3.2.1]octan-3-yl)-4-oxobutanamide